ClC=1C(=C(C(=O)NC(C)(CC(C)(C)C)C)C=C(C1)B1OC(C(O1)(C)C)(C)C)OCOC 3-chloro-2-(methoxymethoxy)-5-(4,4,5,5-tetramethyl-1,3,2-dioxaborolan-2-yl)-N-(2,4,4-trimethylpentan-2-yl)benzamide